rac-tert-butyl ((2S,3S,4R)-6-bromo-2-cyclopropyl-3-methyl-1,2,3,4-tetrahydroquinolin-4-yl)carbamate BrC=1C=C2[C@@H]([C@H]([C@@H](NC2=CC1)C1CC1)C)NC(OC(C)(C)C)=O |r|